Cl.C(C)OC(=O)C1CNC1.BrC=1C=C2CCC(C2=CC1)=O 5-Bromo-1-indanone Ethyl-azetidine-3-carboxylate hydrochloride